(R)-2-(dimethylamino)-3-methylbutanamide CN([C@@H](C(=O)N)C(C)C)C